(2-propynyl)piperazine C(C#C)N1CCNCC1